7-(5-chloro-3-fluoro-2-((1-methyl-1H-pyrazol-5-yl)amino)pyridin-4-yl)-2-(5-fluoro-2-(hydroxymethyl)benzyl)-3-(methoxymethyl)-3,4-dihydropyrrolo[1,2-a]pyrazine ClC=1C(=C(C(=NC1)NC1=CC=NN1C)F)C=1C=C2N(CC(N(C2)CC2=C(C=CC(=C2)F)CO)COC)C1